4-((1-(3-(1,1-difluoro-2-hydroxyethyl)phenyl)ethyl)amino)-2-methylquinazoline FC(CO)(F)C=1C=C(C=CC1)C(C)NC1=NC(=NC2=CC=CC=C12)C